(2S,5S)-4-(2,2,3-trimethylbutanoyl)-2,3,4,5-tetrahydro-2,5-methanopyrido[3,4-f][1,4]oxazepine-9-carbonitrile CC(C(=O)N1C[C@H]2OC3=C([C@@H]1C2)C=NC=C3C#N)(C(C)C)C